3-[4-(2,6-diazaspiro[3.3]heptan-2-yl)-3,5-difluoro-anilino]piperidine-2,6-dione trifluoroacetate FC(C(=O)O)(F)F.C1N(CC12CNC2)C2=C(C=C(NC1C(NC(CC1)=O)=O)C=C2F)F